N-cyclopropyl-3-{2-[(6-methoxy-1,2,3,4-tetrahydroisoquinolin-7-yl)amino]quinazolin-7-yl}benzamide C1(CC1)NC(C1=CC(=CC=C1)C1=CC=C2C=NC(=NC2=C1)NC1=C(C=C2CCNCC2=C1)OC)=O